C(C)(C)(C)OC(=O)NC1=CC=C(C=C1)C=1SC=C(N1)C(=O)NCC(=O)N[C@@H](CO)C(=O)O (2-(4-((tert-butoxycarbonyl)amino)phenyl)thiazole-4-carbonyl)glycyl-L-serine